((3-nitrophenyl)sulfonyl)benzamide [N+](=O)([O-])C=1C=C(C=CC1)S(=O)(=O)C1=C(C(=O)N)C=CC=C1